4-hydroxy-N-[3-fluoro-4-[(7-methoxy-1,5-naphthyridin-4-yl)oxy]phenyl]-5-(4-fluoro-phenyl)-2-methylpyridine-3-carboxamide OC1=C(C(=NC=C1C1=CC=C(C=C1)F)C)C(=O)NC1=CC(=C(C=C1)OC1=CC=NC2=CC(=CN=C12)OC)F